C(C)(C)(C)N(C(O)=O)C=1C=NC(=C(C1)Cl)C1CC(C1)(F)F.FC1(CC(C1)C1=CC=C(C=N1)NC(OC(C)(C)C)=O)F tert-butyl (6-(3,3-difluorocyclobutyl)pyridin-3-yl)carbamate tert-Butyl-[5-chloro-6-(3,3-difluorocyclobutyl)pyridin-3-yl]carbamate